C(C)N(CC)CCNCCC[Si](OC)(OC)OC diethylaminoethylaminopropyltrimethoxysilane